1-[(8S)-8-methoxy-4-methylsulfonyl-5,6,7,8-tetrahydroquinazolin-2-yl]-2-methyl-indole-4-carboxamide CO[C@H]1CCCC=2C(=NC(=NC12)N1C(=CC=2C(=CC=CC12)C(=O)N)C)S(=O)(=O)C